N-[2-(5-Chloro-2,6-dimethoxybenzoimidazol-1-yl)ethyl]acetamide ClC1=CC2=C(N(C(=N2)OC)CCNC(C)=O)C=C1OC